C(C#CC)(=O)N[C@@H]1C[C@@H](CCC1)C1=C2C(=C(NC2=C(C=C1F)C(=O)N)C)Cl (trans)-4-((1R,3S)-3-(but-2-ynamido)cyclohexyl)-3-chloro-5-fluoro-2-methyl-1H-indole-7-carboxamide